3-(4-((2S)-2-amino-2-(4-fluorocyclohex-3-en-1-yl)acetamido)phenyl)-2,4-dimethylpyridine 1-oxide N[C@H](C(=O)NC1=CC=C(C=C1)C=1C(=[N+](C=CC1C)[O-])C)C1CC=C(CC1)F